N-benzyl-2-(phenylethynyl)benzamide C(C1=CC=CC=C1)NC(C1=C(C=CC=C1)C#CC1=CC=CC=C1)=O